NC1=NC=2N(C=C1C#CCC1CCN(CC1)C(=O)OC(C)(C)C)C=C(N2)C2=C(C=CC=C2)O tert-butyl 4-[3-[7-amino-2-(2-hydroxyphenyl)imidazo[1,2-a]pyrimidin-6-yl]prop-2-ynyl]piperidine-1-carboxylate